C(OCCOC)(OC(C)OC1=CC(=CC(=C1C1C(CCC(=C1)C)C(=C)C)OC(C)OC(OCCOC)=O)CCCCC)=O bis(2-methoxyethyl) (((5'-methyl-4-pentyl-2'-(prop-1-en-2-yl)-1',2',3',4'-tetrahydro-[1,1'-biphenyl]-2,6-diyl)bis(oxy))bis(ethane-1,1-diyl)) bis(carbonate)